C(C=C)(=O)N1CCN(CC1)C1(CCOCC1)C1=CC=C(C=N1)[C@H](C)NC=1N=CC2=C(N1)N(CC=C2)C(C)C 2-{[(1S)-1-{6-[4-(4-acryloylpiperazin-1-yl)tetrahydro-2H-pyran-4-yl]Pyridin-3-yl}ethyl]Amino}-8-(prop-2-yl)pyrido[2,3-d]Pyrimidin